COC1=C(NCC#CC=2SC3=C(C2CC(F)(F)F)C=CC=C3NC3CC2CCC(C3)N2)C=CC(=C1)S(=O)(=O)C N-[2-[3-(2-methoxy-4-methylsulfonyl-anilino)prop-1-ynyl]-3-(2,2,2-trifluoroethyl)benzothiophen-7-yl]-8-azabicyclo[3.2.1]octan-3-amine